COC(=O)C=1N=C(C2=CC(=CC=C2C1C)N1N=CC=C1)C 1,4-dimethyl-7-(1H-pyrazol-1-yl)isoquinoline-3-carboxylic acid methyl ester